C(C1=CC=CC=C1)OC(=O)N(C1CN(CCC1O)C(=O)O)C.S1C2=C(C=C1)C=CC(=C2)C=2C=C1CN(CC1=CC2)C(=O)NC2=CNC1=CC(=C(C=C21)F)F 5-(benzo[b]thiophen-6-yl)-N-(5,6-difluoro-1H-indol-3-yl)isoindoline-2-carboxamide 3-(((benzyloxy)carbonyl)(methyl)amino)-4-hydroxypiperidine-1-carboxylate